NC1=C(C=CC=C1)[C@@H]1[C@@H](OC(O1)(C)C)CS(=O)(=O)[NH-].[Na+] Sodium (((4R,5R)-5-(2-aminophenyl)-2,2-dimethyl-1,3-dioxolan-4-yl)methyl-sulfonyl)amide